C12(CC3CC(CC(C1)C3)C2)CN2N=CC(=C2C)C2=C(N3C(S2)=C(C=N3)C=3N=NC(=CC3)Cl)C(=O)OCC ethyl 2-(1-(adamantan-1-ylmethyl)-5-methyl-1H-pyrazol-4-yl)-7-(6-chloropyridazin-3-yl)pyrazolo[5,1-b]thiazole-3-carboxylate